butyl ((1R,5S,6s)-6-(2-(4-(4-((2,6-dioxopiperidin-3-yl)amino)phenyl)piperazin-1-yl)ethyl)-3-azabicyclo[3.1.0]hexan-3-yl)carbamate O=C1NC(CCC1NC1=CC=C(C=C1)N1CCN(CC1)CCC1[C@@H]2CN(C[C@H]12)NC(OCCCC)=O)=O